FC(C(=O)[O-])(F)F.FC(C(=O)[O-])(F)F.[NH4+].[NH4+] bis(ammonium) di-trifluoroacetate